COC(=O)C1=CC2=C(N(C=N2)CC)C(=C1)OC 1-ethyl-7-methoxy-1H-benzo[d]Imidazole-5-carboxylic acid methyl ester